5-cyclobutoxy-1,3,4-thiadiazol-2-amine C1(CCC1)OC1=NN=C(S1)N